N[C@H](C(=O)N[C@H](C(=O)O)CC1=CC(=C(C=C1)OP(=O)(O)O)O)C (2S)-2-[[(2S)-2-aminopropionyl]amino]-3-(3-hydroxy-4-phosphonooxyphenyl)propionic acid